COC1=CC=C(C=C1)C(OCC1(CCN(CC1)C(CCCCCNC(CCCC1=CC=C2C=CC3=CC=CC4=CC=C1C2=C34)=O)=O)CO)(C3=CC=CC=C3)C3=CC=C(C=C3)OC N-(6-(4-((bis(4-methoxyphenyl)(phenyl)methoxy)methyl)-4-(hydroxymethyl)piperidin-1-yl)-6-oxohexyl)-4-(pyren-1-yl)butanamide